2-(4-(Cyclopropylsulfonyl)phenyl)-6-(4-(4-(2-methoxyethyl)piperazin-1-yl)phenyl)-1,4-dimethyl-1H-pyrrolo[3,2-c]pyridin C1(CC1)S(=O)(=O)C1=CC=C(C=C1)C1=CC=2C(=NC(=CC2N1C)C1=CC=C(C=C1)N1CCN(CC1)CCOC)C